1-(4-(2,6-dioxopiperidin-3-yl)-3,5-difluorophenyl)azetidin-3-yl ((R)-tetrahydrofuran-3-yl)carbamate O1C[C@@H](CC1)NC(OC1CN(C1)C1=CC(=C(C(=C1)F)C1C(NC(CC1)=O)=O)F)=O